(R,E)-N-((8-bromo-6-cyclopropylimidazo[1,2-a]pyridin-2-yl)methylene)-2-methylpropane-2-sulfinamide BrC=1C=2N(C=C(C1)C1CC1)C=C(N2)\C=N\[S@](=O)C(C)(C)C